4-chloro-3-ethoxy-8-(2-fluoropyrimidin-5-yl)-5,6,7,8-tetrahydronaphthalene-2-carbonitrile ClC1=C(C(=CC=2C(CCCC12)C=1C=NC(=NC1)F)C#N)OCC